(3R,4R)-4-({7-[5-(2,2-difluoroethyl)pyridin-2-yl]pyrrolo[2,1-f][1,2,4]triazin-2-yl}amino)piperidin-3-ol FC(CC=1C=CC(=NC1)C1=CC=C2C=NC(=NN21)N[C@H]2[C@@H](CNCC2)O)F